[NH+]12CCCN=C2CCC1 1,5-Diazabicyclo[4.3.0]non-5-enium